ClC1=C(C=C(N=N1)N(C1C[C@@H]2[C@@H](CN(C2)C(=O)OC(C)(C)C)C1)C([2H])([2H])[2H])C(F)(F)F tert-Butyl (3aR,5s,6aS)-5-((6-chloro-5-(trifluoromethyl)pyridazin-3-yl)(methyl-d3)amino)hexahydrocyclopenta[c]pyrrole-2(1H)-carboxylate